CC(C#C)(C)C=1C(=NC=CC1NC(CC1=C(C=C(C(=C1)O)C(CO)(C)C)F)=O)C(=O)N (1,1-dimethylprop-2-ynyl)-4-[[2-[2-fluoro-5-hydroxy-4-(2-hydroxy-1,1-dimethyl-ethyl)phenyl]acetyl]amino]pyridine-2-carboxamide